benzindoledione N1C(C(C2=CC=C3C(=C12)C=CC=C3)=O)=O